CC1=NOC(=N1)N1CC(C1)C(=O)[O-].[Li+] Lithium(1+) 1-(3-methyl-1,2,4-oxadiazol-5-yl)azetidine-3-carboxylate